FC(CCN1N=CC=2C=NC(=CC21)C(=O)N[C@H]2COC1=C(N(C2=O)C)C=CC=C1)F 1-(3,3-difluoropropyl)-N-[(3S)-5-methyl-4-oxo-2,3-dihydro-1,5-benzoxazepine-3-yl]Pyrazolo[4,3-c]Pyridine-6-carboxamide